ClC1=C(C(=O)P(CCC)(C(C2=C(C=CC=C2Cl)Cl)=O)=O)C(=CC=C1)Cl bis(2,6-dichlorobenzoyl)propylphosphine oxide